FC1=CC=C(C=C1)C(N1C(N(CC1)CC=1C=C2CN(C(C2=CC1F)=O)C1C(NC(CC1)=O)=O)=O)C1=CC=C(C=C1)F 3-(5-((3-(bis(4-fluorophenyl)methyl)-2-oxoimidazolidin-1-yl)methyl)-6-fluoro-1-oxoisoindolin-2-yl)piperidine-2,6-dione